FC=1C=C(C=CC1F)C#C 3,4-difluorophenyl-acetylene